N-(oleyl)-1,3-propanediamine C(CCCCCCC\C=C/CCCCCCCC)NCCCN